ClC1=CC2=C(N(C(N=C2N2[C@H](CN(CC2)C(C=C)=O)C)=O)C2=NON=C2C(C)C)N=C1C1=C(C=CC=C1O)F 6-chloro-7-(2-fluoro-6-hydroxyphenyl)-4-((2S)-2-methyl-4-(2-propenoyl)-1-piperazinyl)-1-(4-(2-propanyl)-1,2,5-oxadiazol-3-yl)pyrido[2,3-d]pyrimidin-2(1H)-one